8-[(8S)-8-(ethylamino)-5-azaspiro[2.5]octan-5-yl]-N-(8-fluoro-2-methyl-imidazo[1,2-a]pyridin-6-yl)quinoxaline-5-carboxamide C(C)N[C@H]1CCN(CC12CC2)C2=CC=C(C=1N=CC=NC21)C(=O)NC=2C=C(C=1N(C2)C=C(N1)C)F